CC1=NN=C2N1N=CC1=C2C=CC=N1 3-methylpyrido[3,2-d][1,2,4]triazolo[4,3-b]pyridazine